(2-(7-(hydroxymethyl)-2-methoxyquinoxalin-5-yl)-4-methyl-7,8-dihydro-[1,4]dioxino[2',3':3,4]benzo[1,2-d]thiazol-7-yl)methyl (6-methoxypyridin-3-yl)carbamate COC1=CC=C(C=N1)NC(OCC1OC2=C(C3=C(N=C(S3)C3=C4N=CC(=NC4=CC(=C3)CO)OC)C(=C2)C)OC1)=O